CC1=CC=C(OCC2=NN=C(O2)S)C=C1 5-(4-methylphenoxymethyl)-2-mercapto-1,3,4-oxadiazole